CC(C(=O)C1=CC(=C(C(=C1)OC)OC)OC)=CC1=CNC=C1 2-methyl-3-(1H-pyrrol-3-yl)-1-(3,4,5-trimethoxyphenyl)propan-2-en-1-one